5-Bromo-3-nitrobenzene-1,2-diamine BrC1=CC(=C(C(=C1)N)N)[N+](=O)[O-]